ON=C(N)C1(C(=O)NC2=CC(=C(C=C2)C)C(N)=N)C(N=C(C(=C1C)Cl)C)N1CCC(CCC1)(F)F 3-(N'-hydroxyamidino)-4-methyl-N-(3-amidino-4-methylphenyl)-5-chloro-2-(4,4-difluoroazepan-1-yl)-6-methylnicotinamide